C1(=CC=CC=C1)NC(=O)C=1NC=C(C1)C1=NC(=NC=C1C(F)(F)F)NC1CNCCC1 N-phenyl-4-{2-[(piperidin-3-yl)amino]-5-(trifluoromethyl)pyrimidin-4-yl}-1H-pyrrole-2-carboxamide